COC1=CC=C(C=C1)C(C(NC1=CC=C(C=C1)[Si](C)(C)C)=O)N(C(=O)C1CS(CC1)(=O)=O)C N-(1-(4-methoxyphenyl)-2-oxo-2-((4-(trimethylsilyl)phenyl)amino)ethyl)-N-methyltetrahydrothiophene-3-carboxamide 1,1-dioxide